(S)-2-amino-2-((S)-7-fluorospiro[chromane-3,1'-cyclopropan]-4-yl)acetonitrile N[C@H](C#N)[C@@H]1C2=CC=C(C=C2OCC12CC2)F